COC=1C=C(\C=N\NC(C2=NC=CC(=C2)C2=CC=C(C=C2)OC(F)(F)F)=O)C=C(C1)OC (E)-N'-(3,5-dimethoxybenzylidene)-4-(4-(trifluoromethoxy)phenyl)picolinohydrazide